(S)-2-amino-5-(2-(1-cyclopropylethyl)-7-(methylsulfonylamino)-1-oxoisoindolin-5-yl)-N-phenylpyrazolo[1,5-a]pyrimidine-3-carboxamide NC1=NN2C(N=C(C=C2)C=2C=C3CN(C(C3=C(C2)NS(=O)(=O)C)=O)[C@@H](C)C2CC2)=C1C(=O)NC1=CC=CC=C1